C([C@H](C(=O)[O-])N)S The molecule is the D-enantiomer of cysteinate(1-). It has a role as a fundamental metabolite. It is a conjugate base of a D-cysteine and a D-cysteine zwitterion. It is a conjugate acid of a D-cysteinate(2-). It is an enantiomer of a L-cysteinate(1-).